C(C)(C)(C)\N=C\1/SCN(C(N1C(C)C)=O)C1=CC=CC=C1 (Z)-2-tert-butylimino-5-phenyl-3-propan-2-yl-1,3,5-thiadiazin-4-one